4-(((2R)-4-(4-(4-((2-(2,6-dioxopiperidin-3-yl)-1,3-dioxoisoindolin-4-yl)amino)butyl)piperazin-1-yl)-1-(phenylthio)butan-2-yl)amino)-3-((trifluoromethyl)sulfonyl)benzenesulfonamide O=C1NC(CCC1N1C(C2=CC=CC(=C2C1=O)NCCCCN1CCN(CC1)CC[C@H](CSC1=CC=CC=C1)NC1=C(C=C(C=C1)S(=O)(=O)N)S(=O)(=O)C(F)(F)F)=O)=O